(4-amino-7-chloro-1,3-dihydrofuro[3,4-c]quinolin-8-yl)((3R,5S)-3-methyl-5-(6-(trifluoromethyl)-3-pyridinyl)-4-morpholinyl)methanone NC1=NC=2C=C(C(=CC2C2=C1COC2)C(=O)N2[C@@H](COC[C@@H]2C=2C=NC(=CC2)C(F)(F)F)C)Cl